C1(=CC=CC=C1)N(C=1C=CC=2C3(C4=CC=C(C=C4OC2C1)N(C1=CC(=CC=C1)C)C1=CC=CC=C1)OC(C1=CC=CC=C13)=O)C1=CC(=CC=C1)C 3',6'-bis(phenyl(3-methylphenyl)amino)-spiro(isobenzofuran-1(3H),9'-(9H)xanthene)-3-one